2,6-dioxo-4-(trifluoromethyl)-3,6-dihydropyrimidine O=C1NC(C=C(N1)C(F)(F)F)=O